N-decyl-N,N-dimethyl-N-benzyl-ammonium C(CCCCCCCCC)[N+](CC1=CC=CC=C1)(C)C